NCCN1C=NC=2C=NC(=CC21)NC=2SC(=CN2)C2=C(C=NC=C2)F N-[1-(2-aminoethyl)imidazo[4,5-c]pyridin-6-yl]-5-(3-fluoro-4-pyridyl)thiazol-2-amine